FC1(CC(C1)NC(=O)C1=C(SC2=C1C=C(C=C2)OCC=2C(=NC=CC2)C(F)(F)F)C)F N-(3,3-difluorocyclobutyl)-2-methyl-5-{[2-(trifluoromethyl)pyridin-3-yl]methoxy}-1-benzothiophene-3-carboxamide